O=C1NC(CC[C@@H]1NC(=O)C1CCNC2=CC=CC=C12)=O N-[(3S)-2,6-dioxo-3-piperidyl]-1,2,3,4-tetrahydroquinoline-4-carboxamide